FC1=CC=C2C(=CNC(C2=C1F)=O)C(C)N(C(=O)C1N(C2=CC(=CC(=C2C1)F)F)C(=O)OC(C)(C)C)C tert-butyl 2-((1-(7,8-difluoro-1-oxo-1,2-dihydroisoquinolin-4-yl)ethyl)(methyl)carbamoyl)-4,6-difluoroindoline-1-carboxylate